CC1=CC=CC2=C1NC(S2)=O 4-methylbenzo[d]thiazol-2(3H)-one